CC1(C(C(C(C=2C1C1C(=C3C=4C=CC=CC4CC23)C=CCC1)(C)C)(C)C)(C)C)C octahydrooctamethyldibenzofluorene